C(C)(C)(C)OC(=O)N1C(COCC1)C(N(C)C)=O (Dimethylcarbamoyl)morpholine-4-carboxylic acid tert-butyl ester